C(C)(C)(C)OC(=O)N1C[C@@H](N(CC1)C=1C2=C(N(C(N1)=O)C=1C(=NC=CC1C)C(C)C)N=C(C(=C2)F)C2=C(C=CC=C2O)F)C (3S)-4-(6-fluoro-7-(2-fluoro-6-hydroxyphenyl)-1-(2-isopropyl-4-methylpyridin-3-yl)-2-oxo-1,2-dihydropyrido[2,3-d]Pyrimidine-4-yl)-3-methylpiperazine-1-carboxylic acid tert-butyl ester